C(C)(C)(C)C1[C@](N(CC[C@@]1(C(=O)O)CC1=NC(=CC(=C1F)C(C)(C)F)Br)C(=O)O)(C)C(C)(C)C di-tert-butyl-(2R,4R)-4-((6-bromo-3-fluoro-4-(2-fluoropropan-2-yl)pyridin-2-yl)methyl)-2-methylpiperidine-1,4-dicarboxylic acid